7,8-Dihydro-6H-cyclopenta[e]pyrazolo[1,5-a]pyrimidine-6-carboxylic acid methyl ester COC(=O)C1CCC2=C1C=NC=1N2N=CC1